C(C=C)SC1=NC=NN1C[C@]1(OCCC[C@H]1C1=C(C=CC=C1)Cl)C1=C(C=C(C=C1)F)F |o1:10,15| 5-(allyl-sulfanyl)-1-{[rel-(2R,3S)-3-(2-chlorophenyl)-2-(2,4-difluorophenyl)oxan-2-yl]methyl}-1H-1,2,4-triazole